C(C)OC1=CC=C(C=C1)C1=C(C=C2C(C(COC2=C1)(C)C)NC(O[C@@H]1CN2CCC1CC2)=O)OC (S)-quinuclidin-3-yl (7-(4-ethoxyphenyl)-6-methoxy-3,3-dimethylchroman-4-yl)carbamate